3-Bromo-4-(1-ethyl-3-(trifluoromethyl)-1H-pyrazol-4-yl)phenol BrC=1C=C(C=CC1C=1C(=NN(C1)CC)C(F)(F)F)O